ClC=1C=CC(=C(C1)N(C(CNS(=O)(=O)C)=O)C1=C(C=CC=C1F)F)C N-(5-chloro-2-methylphenyl)(methylsulfonamido)-N-(2,6-difluorophenyl)acetamide